ethyl (E)-3-(2-((4-(2-(4-chloro-2-fluorophenyl)-2-methyl benzo[d][1,3]dioxol-4-yl)piperidin-1-yl)methyl)-1-((1-ethyl-1H-imidazol-5-yl)methyl)-1H-imidazol-5-yl)acrylate ClC1=CC(=C(C=C1)C1(OC2=C(O1)C=CC=C2C2CCN(CC2)CC=2N(C(=CN2)/C=C/C(=O)OCC)CC2=CN=CN2CC)C)F